2-iodo-N-((3S,4S)-3-methylpiperidin-4-yl)-1-(2,2,2-trifluoroethyl)-1H-indol-4-amine IC=1N(C=2C=CC=C(C2C1)N[C@@H]1[C@H](CNCC1)C)CC(F)(F)F